(S)-2-(1-(3-ethoxy-4-methoxyphenyl)-2-(methylsulfonyl)ethyl)-4-(11-hydroxyundec-1-yn-1-yl)isoindoline-1,3-dione C(C)OC=1C=C(C=CC1OC)[C@@H](CS(=O)(=O)C)N1C(C2=CC=CC(=C2C1=O)C#CCCCCCCCCCO)=O